6-(3-isopropyl-5-(piperidin-4-yl)-1H-indol-2-yl)-8-methoxyimidazo[1,2-a]pyridine C(C)(C)C1=C(NC2=CC=C(C=C12)C1CCNCC1)C=1C=C(C=2N(C1)C=CN2)OC